ClC=1C=C(C=CC1)[C@@H](CO)NC(=O)C1=CN(C=C1)C1=NC(=NC=C1C)NC1CN(CC1)C N-((S)-1-(3-chlorophenyl)-2-hydroxyethyl)-1-(5-methyl-2-((1-methylpyrrolidin-3-yl)amino)pyrimidin-4-yl)-1H-pyrrole-3-carboxamid